NC1=NC=2C=C(C(=CC2C2=C1C=NN2C)C(=O)N([C@@H]2COC1=C2C=CC(=C1)C(F)(F)F)C)Cl 4-amino-7-chloro-N,1-dimethyl-N-((3S)-6-(trifluoromethyl)-2,3-dihydro-1-benzofuran-3-yl)-1H-pyrazolo[4,3-c]quinoline-8-carboxamide